COC=1C=C(C=CC1OC)C(C1CCN(CC1)C(=O)N1C[C@@H]2[C@@H](OCC(N2)=O)CC1)C=1C=NC=CC1 (4aR,8aS)-6-[4-[(3,4-Dimethoxyphenyl)-(3-pyridyl)methyl]piperidine-1-carbonyl]-4,4a,5,7,8,8a-hexahydropyrido[4,3-b][1,4]oxazin-3-one